NC=1C(=C(C(=CC1C(=O)OC)Br)C1=C(C(=CC=C1)Cl)Cl)F methyl (Sa)-3-amino-6-bromo-2',3'-dichloro-2-fluoro-[1,1'-biphenyl]-4-carboxylate